CC1=CC=C(C=C1)S(=O)(=O)N1C=C(C2=CC=CC=C12)C1C2CCCC(C1)N2CCCC(=O)NN 4-(6-(1-(4-methylbenzenesulfonyl)-1H-indol-3-yl)-8-azabicyclo[3.2.1]oct-8-yl)butyric acid hydrazide